FC1=CC=C(C=C1)N(C(=O)C1=[N+](C=CC(=C1)C=1C=NN(C1)C)[O-])C N-(4-fluorophenyl)-N-methyl-4-(1-methylpyrazol-4-yl)-1-oxidopyridin-1-ium-2-carboxamide